4-(5-methoxybenzo[d]oxazol-2-yl)-N1-methyl-N6-(5-morpholinylpyridin-2-yl)-2,7-naphthyridine-1,6-diamine COC=1C=CC2=C(N=C(O2)C2=CN=C(C3=CN=C(C=C23)NC2=NC=C(C=C2)N2CCOCC2)NC)C1